lithium diphthalic acid C(C=1C(C(=O)O)=CC=CC1)(=O)O.C(C=1C(C(=O)O)=CC=CC1)(=O)O.[Li]